[Na+].NC=1C(=CC=C(C1)S(=O)(=O)O)S(=O)(=O)[O-] aniline-2,5-disulfonic acid monosodium salt